COC(=O)[C@H]1C[C@H](CC1)N (1R,3S)-3-aminocyclopentane-1-carboxylic acid methyl ester